2-fluoro-N-[3-[1H-imidazol-4-ylmethyl(methyl)amino]phenyl]-N-isobutyl-4-(trifluoromethyl)benzamide FC1=C(C(=O)N(CC(C)C)C2=CC(=CC=C2)N(C)CC=2N=CNC2)C=CC(=C1)C(F)(F)F